tert-butyl 2-((3-(2,3-dichloropyridin-4-yl)-2-methylphenyl)carbamoyl)-1-methyl-1,4,6,7-tetrahydro-5H-imidazo[4,5-c]pyridine-5-carboxylate ClC1=NC=CC(=C1Cl)C=1C(=C(C=CC1)NC(=O)C=1N(C2=C(CN(CC2)C(=O)OC(C)(C)C)N1)C)C